F[C@]1([C@H]([C@]([C@@H](O1)N1C(=O)NC(=O)C=C1)(O)C)O)CO 4'-fluoro-2'-methyluridine